N,N-dimethoxymethyl-melamine COCN(C1=NC(=NC(=N1)N)N)COC